(2R)-2-(6-{5-chloro-2-[(oxan-4-yl)amino]pyrimidin-4-yl}-1-oxo-2,3-dihydro-1H-isoindol-2-yl)-3-hydroxy-N-[1-(3-methylphenyl)cyclopropyl]-propanamide ClC=1C(=NC(=NC1)NC1CCOCC1)C1=CC=C2CN(C(C2=C1)=O)[C@@H](C(=O)NC1(CC1)C1=CC(=CC=C1)C)CO